5-hydroxy-5-(3-pyridyl)-2-azabicyclo[2.2.2]Octane-2-carboxylic acid tert-butyl ester C(C)(C)(C)OC(=O)N1C2CC(C(C1)CC2)(C=2C=NC=CC2)O